N-[4-(Chlorodifluoro-methoxy)phenyl]-1-(1-methyl-1H-1,2,3-benzotriazol-5-yl)-6-oxo-1,6-dihydropyridine-3-carboxamide ClC(OC1=CC=C(C=C1)NC(=O)C1=CN(C(C=C1)=O)C1=CC2=C(N(N=N2)C)C=C1)(F)F